para-hydroxybenzoic acid amide OC1=CC=C(C(=O)N)C=C1